benzyl 2-chloro-5-methoxy-6-methyl-(4,4'-bipyridine)-3-carboxylate ClC1=NC(=C(C(=C1C(=O)OCC1=CC=CC=C1)C1=CC=NC=C1)OC)C